C1(=CC=CC=C1)[SH+]ON=C(C#N)C1=CC=C(C=C1)C (phenylsulfoniumoxyimino)-4-methylphenylacetonitrile